2-amino-4-(chloromethyl)-3-fluoropyridine NC1=NC=CC(=C1F)CCl